COC1=C(CN(C(C(=C)C)=O)C2=CC=CC=C2)C(=CC(=C1)OC)C=CC1=CC=C(C=C1)OC N-(2,4-dimethoxy-6-(4-methoxystyryl)benzyl)-N-phenylmethacrylamide